2-Fluorobenzoic acid [(2R)-3-(1-ethyl-8-oxo-spiro[6,7-dihydro-4H-pyrazolo[3,4-c]azepin-5,4'-tetrahydropyran]-3-yl)-2-methyl-propyl] ester C(C)N1N=C(C2=C1C(NCC1(CCOCC1)C2)=O)C[C@H](COC(C2=C(C=CC=C2)F)=O)C